N(=[N+]=[N-])C1NC2=CC=CC(=C2C1ON1C(CCCC1(C)C)(C)C)C 2-azido-3-(2,2,6,6-tetramethylpiperidinyloxy)-4-methyl-indoline